(4-fluorophenylethyl)-5-(2-nitrophenyl)-2-(4-(trifluoromethyl)phenyl)Azole-4-carboxamide FC1=CC=C(C=C1)CCC1=C(NC(=C1C(=O)N)C1=C(C=CC=C1)[N+](=O)[O-])C1=CC=C(C=C1)C(F)(F)F